Methyl 2-(((S)-1-(6-((4-cyano-2-fluorophenoxy)methyl)-5-fluoropyridin-2-yl)pyrrolidin-3-yl)methyl)-1-(((S)-oxetan-2-yl)methyl)-1H-benzo[d]imidazole-6-carboxylate C(#N)C1=CC(=C(OCC2=C(C=CC(=N2)N2C[C@@H](CC2)CC2=NC3=C(N2C[C@H]2OCC2)C=C(C=C3)C(=O)OC)F)C=C1)F